2-[1-[(2R)-2-[2-(hydroxymethyl)phenyl]-2-(oxacyclohex-4-yloxy)ethyl]-5-methyl-6-(1,3-oxazol-2-yl)-2,4-dioxo-1H,2H,3H,4H-thieno[2,3-d]pyrimidin-3-yl]-2-methylpropionic acid OCC1=C(C=CC=C1)[C@H](CN1C(N(C(C2=C1SC(=C2C)C=2OC=CN2)=O)C(C(=O)O)(C)C)=O)OC2CCOCC2